Tert-butyl (S)-6-bromo-1-(((R)-tert-butylsulfinyl) amino)-1,3-dihydrospiro[indene-2,4'-piperidine]-1'-carboxylate BrC1=CC=C2CC3(CCN(CC3)C(=O)OC(C)(C)C)[C@@H](C2=C1)N[S@](=O)C(C)(C)C